CC(CCP(O)(O)=O)(O[Si](C)(C)C(C)(C)C)C.O1C(=CC2=C1C=CC=C2)C(C(C2=C(C(=NC=C2)OC)OC)C=2C(=NC1=CC=C(C=C1C2)Br)OC)(CCN(C)C)O 2-(benzofuran-2-yl)-1-(6-bromo-2-methoxyquinolin-3-yl)-1-(2,3-dimethoxypyridin-4-yl)-4-(dimethylamino)butan-2-ol dimethyl-(3-((tert-butyldimethylsilyl)oxy)propyl)phosphonate